diallyl naphthalene-2,3-dicarboxylate C1=C(C(=CC2=CC=CC=C12)C(=O)OCC=C)C(=O)OCC=C